2-methacryloxy-n-butylthio-5-methylthio-1,3,4-thiadiazole C(C(=C)C)(=O)OC(CSC=1SC(=NN1)SC)CC